CS(=O)(=O)CC1=C(CNC(CCC)P(OC2=CC=CC=C2)(OC2=CC=CC=C2)=O)C=CC=C1 diphenyl (1-((2-((methylsulfonyl)methyl)benzyl)amino)butyl)phosphonate